methyl-4,5,6,7-tetrahydro-1H-imidazo[4,5-c]pyridine-2-carboxamide CN1C(=NC=2CNCCC21)C(=O)N